C(CCC)[Mg]I 1-butyl-magnesium iodide